tert-butyl (S)-(1-(2-chloro-5-(1-(3-methoxypropyl)-1H-pyrazol-4-yl)pyridin-4-yl)piperidin-3-yl)carbamate ClC1=NC=C(C(=C1)N1C[C@H](CCC1)NC(OC(C)(C)C)=O)C=1C=NN(C1)CCCOC